BrC=1C=CC(=NC1C=O)N(C(OC(C)(C)C)=O)C(=O)OC(C)(C)C tert-butyl N-(5-bromo-6-formyl-2-pyridinyl)-N-tert-butoxycarbonyl-carbamate